7-(2,5-dichloro-7-((2-(trimethylsilyl)ethoxy)methyl)-7H-pyrrolo[2,3-d]pyrimidin-4-yl)-1,2,3,4-tetrahydroquinoline ClC=1N=C(C2=C(N1)N(C=C2Cl)COCC[Si](C)(C)C)C2=CC=C1CCCNC1=C2